C(C(O)C(O)C(=O)OCC)(=O)OCC Diethyl Tartarate